1,5-dioxa-cyclooctane O1CCCOCCC1